C(CCCCCC)C1OC2=CC(=CC=C2C(C1)O)OC 2-heptyl-4-Hydroxy-7-methoxychroman